FC=1C=C2C(=CNC2=CC1)CC(C)N 1-(5-fluoro-1H-indol-3-yl)propan-2-amine